BrC1(O)[C@H](O)[C@@H](O)[C@H](O)CO1 bromoxylopyranose